(14S)-8-tert-Butyl-12,12-dimethyl-17-[5-(piperidin-4-yl)pyridin-2-yl]-2λ6-thia-3,9,11,18,23-pentaazatetracyclo[17.3.1.111,14.05,10]tetracosa-1(23),5(10),6,8,19,21-hexaene-2,2,4-trione C(C)(C)(C)C=1C=CC=2C(NS(C=3C=CC=C(NC(CC[C@H]4CC(N(C2N1)C4)(C)C)C4=NC=C(C=C4)C4CCNCC4)N3)(=O)=O)=O